C(#N)C1=CC(=CC=2N=C(OC21)C=2C(=C(C=CC2)C2=C(C(=CC=C2)NC=2N=CC=C1C=C(C=NC21)CNC)C)C)CN2C[C@@](CC2)(C(=O)O)C (R)-1-((7-cyano-2-(2,2'-dimethyl-3'-(3-((methylamino)methyl)-1,7-naphthyridin-8-ylamino)biphenyl-3-yl)benzo[d]oxazol-5-yl)methyl)-3-methylpyrrolidine-3-carboxylic acid